4-(2-(2-(2,6-Difluorobenzyl)-4,6-dimethylphenoxy)propyl)morpholine FC1=C(CC2=C(OC(CN3CCOCC3)C)C(=CC(=C2)C)C)C(=CC=C1)F